CP(O[C@H]1O[C@@]([C@@H]([C@@H]1O)O)(C#N)C1=CC=C2C(=NC=NN21)N)([O-])=O ((2R,3S,4R,5R)-5-(4-Aminopyrrolo[2,1-f][1,2,4]triazin-7-yl)-5-cyano-3,4-dihydroxytetrahydrofuran-2-yl) methylphosphonate